2,2-dimethyloxazolidine-4-carboxamide CC1(OCC(N1)C(=O)N)C